C(C)(C)(C)C1=NN(C(=C1C=O)Cl)CCC 3-TERT-BUTYL-5-CHLORO-1-PROPYL-1H-PYRAZOLE-4-CARBALDEHYDE